C(C)(C)(C)OC(=O)N1CC(=C(C=C1)N)OC 1-tert-Butoxycarbonyl-3-methoxy-4-aminopyridine